C(C)(C)(C)C1=NN(C(=C1)N)C1=CC=C(C=C1)C(C)C 3-tert-butyl-1-[4-(propan-2-yl)phenyl]-1H-pyrazol-5-amine